2-(4-bromo-3-methyl-2-nitro-anilino)butanoic acid BrC1=C(C(=C(NC(C(=O)O)CC)C=C1)[N+](=O)[O-])C